4-(tert-Butoxycarbonyl)thiazole-2-carboxylic acid C(C)(C)(C)OC(=O)C=1N=C(SC1)C(=O)O